CN1N=NN=C1C=1C=C(N)C=CC1 3-(1-methyl-1H-tetrazol-5-yl)aniline